2H-1-benzopyran O1CC=CC2=C1C=CC=C2